(R)-methyl 2-amino-3-(3-ethyl-5-fluorobenzamido)propanoate N[C@@H](C(=O)OC)CNC(C1=CC(=CC(=C1)F)CC)=O